4-(4-bromophenyl)thiosemicarbazide BrC1=CC=C(C=C1)NC(NN)=S